[(2S,3S,5R)-4-acetoxy-3-(2-hydroxyethyl)-5-[2-(2-methylpropanoylamino)-6-oxo-1H-purin-9-yl]tetrahydrofuran-2-yl]methyl benzoate C(C1=CC=CC=C1)(=O)OC[C@H]1O[C@H](C([C@H]1CCO)OC(C)=O)N1C=2N=C(NC(C2N=C1)=O)NC(C(C)C)=O